(R)-1'-(2-(5-Amino-3-(4-fluorophenyl)-1H-pyrazol-1-yl)acetyl)-6-chloro-5-fluorospiro[benzo[d][1,3]oxazine-4,3'-pyrrolidin]-2(1H)-one 2,2,2-trifluoroacetate FC(C(=O)O)(F)F.NC1=CC(=NN1CC(=O)N1C[C@@]2(CC1)C1=C(NC(O2)=O)C=CC(=C1F)Cl)C1=CC=C(C=C1)F